C1=CC=CC=2C3=CC=CC=C3C(C12)N([C@H](C(=O)O)CCC(OCC=C)=O)C(=O)OC (2S)-2-(9H-fluoren-9-yl-methoxycarbonylamino)5-oxo-5-prop-2-enoxypentanoic acid